N-(3-methoxybenzyl)-4-((2-morpholinoethoxy)methyl)-N-(3-(pyrrolidin-1-yl)benzyl)thiazol-2-amine COC=1C=C(CN(C=2SC=C(N2)COCCN2CCOCC2)CC2=CC(=CC=C2)N2CCCC2)C=CC1